3-((4-(hydroxymethyl)-6-((5-methyl-1H-pyrazol-3-yl)amino)pyrimidin-2-yl)(methyl)amino)-8-azabicyclo[3.2.1]octane-8-carboxylate OCC1=NC(=NC(=C1)NC1=NNC(=C1)C)N(C1CC2CCC(C1)N2C(=O)[O-])C